NC1=C2C=NC(=NC2=C(C(=C1F)C1=C(C2=C(OCCN2)N=C1)C)Cl)NC=1C=CC(=NC1OC)C1(CC1)C#N 1-(5-{[5-amino-8-chloro-6-fluoro-7-(8-methyl-2,3-dihydro-1H-pyrido[2,3-b][1,4]oxazin-7-yl)quinazolin-2-yl]amino}-6-methoxypyridin-2-yl)cyclopropane-1-carbonitrile